1-(6-chloro-1,2,3,4-tetrahydronaphthalen-1-yl)methanamine, hydrochloride Cl.ClC=1C=C2CCCC(C2=CC1)CN